BrCC1=C(C=C(C(=O)OC)C=C1)C methyl 4-(bromomethyl)-3-methylbenzoate